4-(3-(cyclopentyloxy)-4-methoxyphenyl)-4,5-dihydro-1H-pyrazolo[3,4-b]pyridin-6(7H)-one C1(CCCC1)OC=1C=C(C=CC1OC)C1C2=C(NC(C1)=O)NN=C2